ClC=1C=NN(C(C1Cl)=O)CC(=O)NCC=1SC=CC1 4,5-dichloro-6-oxo-N-(2-thienylmethyl)-1(6H)-pyridazineacetamide